CN(C=1C=C2CN(C(C2=CC1)=O)C1C(NC(CC1)=O)=O)[C@@H]1[C@@H](CCCC1)NC 3-(5-(methyl-((1s,2r)-2-(methylamino)cyclohexyl)amino)-1-oxoisoindolin-2-yl)piperidine-2,6-dione